ClC=1C=C2C(=NC=NC2=CC1C1=NC(=CC2=CC=CC(=C12)F)N)N1CCNCC1 1-[6-chloro-4-(piperazin-1-yl)quinazolin-7-yl]-8-fluoroisoquinolin-3-amine